FC1=CC(=C(C(=O)O)C=C1)NC(C)C=1C=C(C=C2C(C=C(OC12)C1=CC2=CN(N=C2C=C1)C)=O)C 4-fluoro-2-((1-(6-methyl-2-(2-methyl-2H-indazol-5-yl)-4-oxo-4H-chromen-8-yl)ethyl)amino)benzoic acid